2-((3'-ethoxy-4'-(7-oxo-6,7-dihydro-3H-[1,2,3]triazolo[4,5-d]pyrimidin-5-yl)-[1,1'-biphenyl]-3-yl)oxy)-2-phenylacetic acid C(C)OC=1C=C(C=CC1C=1NC(C2=C(N1)NN=N2)=O)C2=CC(=CC=C2)OC(C(=O)O)C2=CC=CC=C2